F[C@]1(CN(CC[C@H]1OC)C1=NC=CC(=N1)NC=1N=CC2=C(C=CC(=C2C1)C(C)C)N1CC(C1)C[S@@](=O)C)C N-(2-((3S,4R)-3-fluoro-4-methoxy-3-methylpiperidin-1-yl)pyrimidin-4-yl)-5-isopropyl-8-(3-(((S)-methylsulfinyl)methyl)azetidin-1-yl)isoquinolin-3-amine